methyl 2-((2-chloro-6-fluorophenoxy) methyl)-3-ethylimidazo[1,2-a]pyridine-7-carboxylate ClC1=C(OCC=2N=C3N(C=CC(=C3)C(=O)OC)C2CC)C(=CC=C1)F